2,4-dimethyl-2-Ethylhexane-1,3-diol CC(CO)(C(C(CC)C)O)CC